N-[[3-chloro-5-(trifluoromethyl)pyridin-2-yl]methyl]-1-(2,4-difluorophenyl)-5-oxopyrrolidine-3-carboxamid ClC=1C(=NC=C(C1)C(F)(F)F)CNC(=O)C1CN(C(C1)=O)C1=C(C=C(C=C1)F)F